3-(2-methyl-3-methylene-1-cyclopentyl)butyronitrile CC1C(CCC1=C)C(CC#N)C